FC=1C(N(CC(C1)[N+](=O)[O-])CC(F)(F)F)C=1C=NC=CC1 3-Fluoro-5-nitro-1-(2,2,2-trifluoroethyl)-5,6-dihydro-2H-2,3-bipyridine